C(C)(C)(C)OC(=O)NC1=CC=C2C(=CC(=NC2=C1)[C@@H]1[C@H](C1)C1=NC=CC(=N1)C)C(=O)OC |r| rac-methyl 7-((tert-butoxycarbonyl)amino)-2-((1S*,2S*)-2-(4-methylpyrimidin-2-yl)cyclopropyl)quinoline-4-carboxylate